6-(5-(tert-butyl)-2-oxo-1,3,4-oxadiazol-3(2H)-yl)-7-fluoro-4-(prop-2-yn-1-yl)spiro[benzo[b][1,4]oxazin-2,1'-cyclopropane]-3(4H)-one C(C)(C)(C)C1=NN(C(O1)=O)C1=CC2=C(OC3(CC3)C(N2CC#C)=O)C=C1F